2,3-bis{3-(3,5-di-tert-butyl-4-hydroxyphenyl)propionyl}propionohydrazide C(C)(C)(C)C=1C=C(C=C(C1O)C(C)(C)C)CCC(=O)C(C(=O)NN)CC(CCC1=CC(=C(C(=C1)C(C)(C)C)O)C(C)(C)C)=O